ClC=1C=NC=C(C1[C@@H](C)OC=1C=C2C(=NNC2=CC1F)C=1C=C(C(=NC1)N1CC2(C1)CS(CCC2)(=O)=O)C#N)Cl 5-[5-[(1R)-1-(3,5-dichloro-4-pyridyl)ethoxy]-6-fluoro-1H-indazol-3-yl]-2-(6,6-dioxo-6λ6-thia-2-azaspiro[3.5]nonan-2-yl)pyridine-3-carbonitrile